CN1N=CC=C1C1=C2C(=CN=C1)N(C=C2)CC(=O)NC2=NC=C(C=C2)C2=NC=CN=C2 2-[4-(2-methylpyrazol-3-yl)pyrrolo[2,3-c]pyridin-1-yl]-N-(5-pyrazin-2-yl-2-pyridyl)acetamide